2-[4-(dimethylamino)phenyl]ethane-1-ol CN(C1=CC=C(C=C1)CCO)C